1,2,3,6-tetrafluorophthalic anhydride FC12C(=O)OC(C1(C(=CC=C2F)F)F)=O